FC=1C=NN(C1)C1=CC=C(N=N1)C(=O)N1CCN(CC1)C1=NC(=CC(=N1)C)NC1=NNC(=C1)C (6-(4-fluoro-1H-pyrazol-1-yl)pyridazin-3-yl)(4-(4-methyl-6-((5-methyl-1H-pyrazol-3-yl)amino)pyrimidin-2-yl)piperazin-1-yl)methanone